2-bromo-4-(3-(ethyl(3-phenylpropyl)amino)propyl)phenol BrC1=C(C=CC(=C1)CCCN(CCCC1=CC=CC=C1)CC)O